CC(CN)CCC(CCN)C 2,5-dimethyl-1,7-diamino-heptane